ClC=1C=CC2=C(C=C(O2)C(=O)C2=CC=CC=C2)C1 (5-chlorobenzofuran-2-yl)(phenyl)methanone